O1CC(CC1)N1CCCCC1 (tetrahydrofuran-3-yl)piperidine